2-(2,6-Dichlorophenyl)-3-(difluoromethyl)-9-(1-(2-(methylsulfonyl)ethyl)-1H-pyrazol-4-yl)imidazo[2,1-f][1,6]naphthyridine ClC1=C(C(=CC=C1)Cl)C=1N=C2C=3C=C(C=NC3C=CN2C1C(F)F)C=1C=NN(C1)CCS(=O)(=O)C